BrC=1C=C(C(=NC1)C1=CC(=C(S1)C(=O)OC)OC)[N+](=O)[O-] methyl 5-(5-bromo-3-nitropyridin-2-yl)-3-methoxythiophene-2-carboxylate